2,2-Dimethylpropanoic acid [8-(2-chlorophenyl)-7-(4-chlorophenyl)-2,6-dioxo-3-(piperidin-4-ylmethyl) purin-1-yl]Methyl ester ClC1=C(C=CC=C1)C1=NC=2N(C(N(C(C2N1C1=CC=C(C=C1)Cl)=O)COC(C(C)(C)C)=O)=O)CC1CCNCC1